(2S,4R)-1-(2-(4-amino-8-methyl-6-(2-methylpyrimidin-5-yl)-9H-pyrimido[4,5-b]indol-9-yl)acetyl)-N-(6-bromopyridin-2-yl)-4-fluoropyrrolidine-2-carboxamide NC1=NC=NC=2N(C3=C(C=C(C=C3C21)C=2C=NC(=NC2)C)C)CC(=O)N2[C@@H](C[C@H](C2)F)C(=O)NC2=NC(=CC=C2)Br